6-({1-[(2R)-2-amino-2-(4-hydroxyphenyl)acetyl]azetidin-3-yl}oxy)-3-(2-boronoethyl)-2-hydroxybenzoic acid N[C@@H](C(=O)N1CC(C1)OC1=CC=C(C(=C1C(=O)O)O)CCB(O)O)C1=CC=C(C=C1)O